5-bromo-1-(4-methoxybenzyl)-2-((4-methoxybenzyl)oxy)-1H-pyrrolo[2,3-c]pyridine BrC=1C=C2C(=CN1)N(C(=C2)OCC2=CC=C(C=C2)OC)CC2=CC=C(C=C2)OC